(R)-2-((benzo[d]thiazol-5-ylmethyl)(1-(1-methyl-1H-pyrazol-3-yl)ethyl)amino)-2-oxoacetic acid S1C=NC2=C1C=CC(=C2)CN(C(C(=O)O)=O)[C@H](C)C2=NN(C=C2)C